2-(((1R,3R)-3-aminocyclobutyl)amino)-8-(((R)-tetrahydrofuran-3-yl)amino)pyrido[3,4-d]pyrimidine-6-carbonitrile NC1CC(C1)NC=1N=CC2=C(N1)C(=NC(=C2)C#N)N[C@H]2COCC2